tert-butyl 7-(4-((S)-2,3,6,9-tetramethyl-6H-thieno[3,2-f][1,2,4]triazolo[4,3-a][1,4]diazepin-4-yl)phenyl)-2,7-diazaspiro[4.5]decane-2-carboxylate CC1=C(C=2C(=N[C@H](C=3N(C2S1)C(=NN3)C)C)C3=CC=C(C=C3)N3CC1(CCN(C1)C(=O)OC(C)(C)C)CCC3)C